2-({[5-(4-aminoquinazolin-6-yl)thiophen-2-yl]methyl}amino)-N3-(3,4-difluorobenzyl)pyridine-3,5-dicarboxamide NC1=NC=NC2=CC=C(C=C12)C1=CC=C(S1)CNC1=NC=C(C=C1C(=O)NCC1=CC(=C(C=C1)F)F)C(=O)N